COC1=CC=C(C=C1)C1=CC=C2NC(C=3N(C2=C1)C(=NC3)C3=CC(=C(C=C3)N3CCNCC3)C(F)(F)F)=O 8-(4-methoxyphenyl)-1-(4-(piperazin-1-yl)-3-(trifluoromethyl)phenyl)imidazo[1,5-a]quinoxalin-4(5H)-one